ClC1C2=C(N(S(C3=C1C=CC(=C3)SCC)(=O)=O)C)C=CC=C2 11-Chloro-3-(ethylthio)-6-methyl-6,11-dihydrodibenzo[c,f][1,2]thiazepine 5,5-dioxide